C(C)(C)(C)OC(=O)NC1CC(C1)(C)OC(C1=CC=CC=C1)=O (1S,3S)-3-((tert-butoxycarbonyl) amino)-1-methylcyclobutylbenzoate